(2RS)-2-[4-fluoro-6-[4-[1-(2-fluoroethyl)-4-piperidinyl]phenyl]-1-oxo-isoindolin-2-yl]-2-(5-fluoro-2-hydroxy-phenyl)-N-thiazol-2-yl-acetamide FC1=C2CN(C(C2=CC(=C1)C1=CC=C(C=C1)C1CCN(CC1)CCF)=O)[C@@H](C(=O)NC=1SC=CN1)C1=C(C=CC(=C1)F)O |r|